C(C1=CC=CC=C1)OC(=O)NCC(=O)N1C(CCC1=O)C(=O)O (((benzyloxy)carbonyl)glycyl)-5-oxopyrrolidine-2-carboxylic acid